C(CN(CC(C)=NO)CC(C)=NO)N(CC(C)=NO)CC(C)=NO ethylenediaminetetraacetoxime